C(C)(=O)C=1C=C(C=CC1)NC(=O)NC1=CC(=C(C=C1)OC)C=1N(N=CC1Br)C 1-(3-Acetyl-phenyl)-3-[3-(4-bromo-2-methyl-2H-pyrazol-3-yl)-4-methoxy-phenyl]-urea